N-(1-(methyl-d3)-1H-indazol-7-yl)-1-(4-(trifluoromethyl)pyridin-2-yl-5-d)-1H-pyrazole-4-sulfonamide C(N1N=CC2=CC=CC(=C12)NS(=O)(=O)C=1C=NN(C1)C1=NC=C(C(=C1)C(F)(F)F)[2H])([2H])([2H])[2H]